N-[(3S,4R)-3-hydroxy-2,2-dimethyl-chroman-4-yl]-4-(2-imino-4,4-dimethyl-6-oxo-hexahydropyrimidin-1-yl)-3-methoxy-chromane-6-carboxamide O[C@@H]1C(OC2=CC=CC=C2[C@H]1NC(=O)C=1C=C2C(C(COC2=CC1)OC)N1C(NC(CC1=O)(C)C)=N)(C)C